2,2',2''-(Hexahydro-1,3,5-triazin-1,3,5-triyl)-triethanol N1(CN(CN(C1)CCO)CCO)CCO